C(C1=CC=CC=C1)NC(=O)NC1=CC(=C(C=C1)C1=C(N=C(S1)[C@@H]1CC[C@H](CC1)NC(OC(C)C)=O)F)S(NC(C)(C)C)(=O)=O trans-isopropyl N-[4-[5-[4-(benzylcarbamoylamino)-2-(tert-butylsulfamoyl)phenyl]-4-fluoro-thiazol-2-yl]cyclohexyl]carbamate